indium-cerium-oxide [O-2].[Ce+3].[In+3].[O-2].[O-2]